2-bromo-6-[(6-chloro-2-pyridyl)oxymethyl]pyridine-3-carbonitrile BrC1=NC(=CC=C1C#N)COC1=NC(=CC=C1)Cl